CS(=O)(=O)C1(CC1)C1=C2C(=NC=C1)NN=C2 4-(1-(methylsulfonyl)cyclopropyl)-1H-pyrazolo[3,4-b]pyridin